((3-chloro-2-methylphenyl)amino)-N-(5-chloro-4-(3,3-dimethylpiperazin-1-yl)-2-methoxyphenyl)benzamide cyclobutylmethylcarbamate C1(CCC1)CNC(O)=O.ClC=1C(=C(C=CC1)NC1=C(C(=O)NC2=C(C=C(C(=C2)Cl)N2CC(NCC2)(C)C)OC)C=CC=C1)C